(S)-1-(2-(((4-Chloro-2-fluoro-6-nitrophenyl)amino)methyl)morpholino)ethane-1-one ClC1=CC(=C(C(=C1)[N+](=O)[O-])NC[C@@H]1OCCN(C1)C(C)=O)F